C[SiH](C)[Zr](C1CCCC=2C3=CC=CC=C3CC12)C1CCCC=2C3=CC=CC=C3CC12 dimethylsilylbis(tetrahydrofluorenyl)zirconium